COCCOCCOS(=O)(=O)[O-] 2-(2-methoxyethoxy)ethylsulfat